(R)-2-phenylbutane-2-ol C1(=CC=CC=C1)[C@@](C)(CC)O